zirconium furandicarboxylate O1C(=C(C=C1)C(=O)[O-])C(=O)[O-].[Zr+4].O1C(=C(C=C1)C(=O)[O-])C(=O)[O-]